2-[5-(2,2-difluorovinyl)-2-oxo-1-piperidinyl]butanamide FC(=CC1CCC(N(C1)C(C(=O)N)CC)=O)F